C(C)(C)(C)OC(=O)NC=1C(=C(C=C2C=C(N=CC12)N1C(C2=CC=CC=C2C1=O)=O)C1=C(C2=C(OCCN2C(=O)OC(C)(C)C)N=C1)C)F tert-Butyl 7-(8-((tert-butoxycarbonyl)amino)-3-(1,3-dioxoisoindolin-2-yl)-7-fluoroisoquinolin-6-yl)-8-methyl-2,3-dihydro-1H-pyrido[2,3-b][1,4]oxazine-1-carboxylate